C(C)(C)[C@@H]1N(CC2=C(NC1=O)C=CC=C2)C(=O)N (S)-3-Isopropyl-2-oxo-1,2,3,5-tetrahydro-4H-benzo[e][1,4]diazepine-4-carboxamide